2-(3-(4-(2-(2-Aminopyridin-3-yl)-5-phenyl-3H-imidazo[4,5-b]pyridin-3-yl)benzyl)-3,8-diazabicyclo[3.2.1]octan-8-yl)pyrimidine-4-carbonitrile NC1=NC=CC=C1C1=NC=2C(=NC(=CC2)C2=CC=CC=C2)N1C1=CC=C(CN2CC3CCC(C2)N3C3=NC=CC(=N3)C#N)C=C1